(S)-2-((((9H-fluoren-9-yl)methoxy)carbonyl)amino)-3-(3-(((S)-1-(tert-butoxycarbonyl)pyrrolidin-3-yl)methyl)ureido)propanoic acid C1=CC=CC=2C3=CC=CC=C3C(C12)COC(=O)N[C@H](C(=O)O)CNC(=O)NC[C@H]1CN(CC1)C(=O)OC(C)(C)C